C(C)C(CC)/C(=C/C(C(CC)CC)=O)/[O-].[K+] potassium (Z)-3,7-diethyl-6-oxonon-4-en-4-olate